3,5-Dibromo-4-(methoxymethyl)-1-((2-(trimethylsilyl)ethoxy)methyl)-1H-pyrazole BrC1=NN(C(=C1COC)Br)COCC[Si](C)(C)C